3-(((2-methylthiazol-4-yl)methyl)thio)-1-(6-nitroindolin-1-yl)propan-1-one CC=1SC=C(N1)CSCCC(=O)N1CCC2=CC=C(C=C12)[N+](=O)[O-]